N=1N(N=NC1)CC=1C(=C(C(=C2C=NNC12)C=1C=CC=2N(C1)C=C(N2)NC(=O)C2C(C2)F)Cl)F N-(6-(7-((2H-tetrazol-2-yl)methyl)-5-chloro-6-fluoro-1H-indazol-4-yl)imidazo[1,2-a]pyridin-2-yl)-2-fluorocyclopropane-1-carboxamide